C1(CC1)C(CCO)NC(=O)C=1C(=C2C(=NC1)SC(=C2)C2=CN=CS2)NC(C)C N-(1-Cyclopropyl-3-hydroxypropyl)-4-(isopropylamino)-2-(thiazol-5-yl)thieno[2,3-b]pyridin-5-carboxamid